N1=C(C=CC=C1)C=1C(=C(C=CC1)C1=C(C=CC=2C3=CC=CC=C3C3=CC=CC=C3C12)C1=CC=CC=C1)C1=NC=CC(=C1C1=CC=CC=C1)C1=CC=CC=C1 (pyridinyl)(diphenylpyridinyl)(phenyltriphenyleneyl)benzene